14,18,22-Trimethylhexatriacontane CC(CCCCCCCCCCCCC)CCCC(CCCC(CCCCCCCCCCCCCC)C)C